5-fluoroglucose F[C@@]([C@H]([C@@H]([C@H](C=O)O)O)O)(O)CO